4,6-DICHLORO-2,5-DIMETHYLPYRIMIDINE ClC1=NC(=NC(=C1C)Cl)C